1-(4-methoxyphenyl)-N-[[2-(1-piperidinyl)-4-pyridinyl]methyl]ethylamine COC1=CC=C(C=C1)C(C)NCC1=CC(=NC=C1)N1CCCCC1